N-((1r,4r)-4-(hydroxymethyl)cyclohexyl)acetamide OCC1CCC(CC1)NC(C)=O